COC1=CC=C(C=C1)N1C(=NC2=CC=C(C=C2C1=O)[N+](=O)[O-])C(C)NC 3-(4-methoxyphenyl)-2-(1-(methylamino)ethyl)-6-nitroquinazolin-4(3H)-one